Sodium (Z)-3-(5-bromo-3-(1-cyano-2-(5-cyano-2-methoxyphenyl) vinyl)-1H-indol-1-yl)-3-oxopropyl phosphonate P(OCCC(=O)N1C=C(C2=CC(=CC=C12)Br)/C(=C/C1=C(C=CC(=C1)C#N)OC)/C#N)([O-])=O.[Na+]